5-[(3,4-dichlorophenyl)methylamino]-2-pyridin-2-yl-4,5,6,7-tetrahydro-2H-indazole-3-ol hydrochloride Cl.ClC=1C=C(C=CC1Cl)CNC1CC2=C(N(N=C2CC1)C1=NC=CC=C1)O